NC1(CC=C(C=C1)C1=CC=CC=C1)C1=CC(=CC(=C1)C1(CC=C(C=C1)C1=CC=CC=C1)N)C1(CC=C(C=C1)C1=CC=CC=C1)N 1,3,5-tris[4-amino(1,1-biphenyl-4-yl)]benzene